FN(S=O)F difluoro-sulfinamide